difluoromethyl-thiazole FC(F)C=1SC=CN1